BrC=1C=CC=C2C=CN=C(C12)NCC1=CC=C(C=C1)OC 8-bromo-N-[(4-methoxyphenyl)methyl]isoquinolin-1-amine